4-(1-{[7-fluoro-3-(4-trifluoromethylbenzyl)-indolizine-5-carbonyl]amino}-1-methyl-ethyl)benzoic acid FC=1C=C(N2C(=CC=C2C1)CC1=CC=C(C=C1)C(F)(F)F)C(=O)NC(C)(C)C1=CC=C(C(=O)O)C=C1